8-chloro-4-(3,3-difluoropyrrolidin-1-yl)-9-methyl-pyrido[3',2':4,5]thieno[3,2-d]pyrimidine ClC1=C(C2=C(SC3=C2N=CN=C3N3CC(CC3)(F)F)N=C1)C